bis(1,4-diethylbenzene) nickel [Ni].C(C)C1=CC=C(C=C1)CC.C(C)C1=CC=C(C=C1)CC